2,4,7-triamino-6-phenyl-pteridine NC1=NC2=NC(=C(N=C2C(=N1)N)C1=CC=CC=C1)N